N-methylpyridine-3-carboxamidine CNC(=N)C=1C=NC=CC1